o-bis(trifluoromethyl)benzene methyl-4-(1-methoxy-1,3-dioxo-3-(tetrahydro-2H-pyran-4-yl)propan-2-yl)benzoate COC(C1=CC=C(C=C1)C(C(=O)OC)C(C1CCOCC1)=O)=O.FC(C1=C(C=CC=C1)C(F)(F)F)(F)F